FC1=C(C(=CC(=C1F)F)F)C1(N=C(C(=N1)C1=CC(=CC=C1)OC)C1=CC(=CC=C1)OC)C1(N=C(C(=N1)C1=CC(=CC=C1)OC)C1=CC(=CC=C1)OC)C1=C(C(=C(C=C1F)F)F)F 2,2'-bis(2,3,4,6-tetrafluorophenyl)-4,4',5,5'-tetrakis(3-methoxyphenyl)biimidazole